C(C)(C)(C)OC(=O)NC(CC(=O)O)CC1=CC=C(C=C1)Cl 3-((tert-butoxycarbonyl)amino)-4-(4-chlorophenyl)butanoic acid